(S)-4-((4-fluorophenyl)(2-methoxyphenyl)(5-methyl-1H-pyrrol-2-yl)methyl)phenol FC1=CC=C(C=C1)[C@](C1=CC=C(C=C1)O)(C=1NC(=CC1)C)C1=C(C=CC=C1)OC